(Z)-N1-(2-butyl-benzo[d]oxazol-6-yl)-2-(fluoro-methylene)-propane-1,3-diamine 4-methyl-benzenesulfonate CC1=CC=C(C=C1)S(=O)(=O)O.C(CCC)C=1OC2=C(N1)C=CC(=C2)NC\C(\CN)=C/F